FC1(C(C=2C(=CN(C2CC1)C1=CC(=C(C#N)C=C1)C(F)F)C(C(F)(F)F)(F)F)O)F 4-(5,5-Difluoro-4-hydroxyl-3-(perfluoroethyl)-4,5,6,7-tetrahydro-1H-indol-1-yl)-2-(difluoromethyl)benzonitrile